methyl (R)-2-(6-(1-((tert-butoxycarbonyl)amino)ethyl)-1H-pyrrolo[2,3-b]pyridin-2-yl)-1-cyclopropyl-7-methoxy-1H-benzo[d]imidazole-5-carboxylate C(C)(C)(C)OC(=O)N[C@H](C)C1=CC=C2C(=N1)NC(=C2)C2=NC1=C(N2C2CC2)C(=CC(=C1)C(=O)OC)OC